NC1(CC(C1)(F)F)COC=1C(=CC(=NC1)C)C1=CC=2N(C=C1)N=C(C2)NC2=NN(C=C2)C 5-[5-[(1-amino-3,3-difluoro-cyclobutyl)methoxy]-2-methyl-4-pyridyl]-N-(1-methylpyrazol-3-yl)pyrazolo[1,5-a]pyridin-2-amine